BrC=1C=C(C=CC1Cl)CC(=O)O 2-(3-bromo-4-chloro-phenyl)acetic acid